2-hydroxy-2-propyl 4-(hydroxyethoxy)phenyl ketone OCCOC1=CC=C(C=C1)C(=O)C(C)(C)O